C(CCCCCCC\C=C/CCCCCCCC)(=O)OCC(COC(CCCCCCCCCCCCCCC)=O)OC(NC1CN(C1)CCC(F)(F)F)=O 3-(palmitoyloxy)-2-(((1-(3,3,3-trifluoropropyl)azetidin-3-yl)carbamoyl)oxy)-propyl oleate